N-(2-acetyl-3,5-difluoro-phenyl)-5-chloro-2-methylsulfanyl-pyrimidine-4-carboxamide C(C)(=O)C1=C(C=C(C=C1F)F)NC(=O)C1=NC(=NC=C1Cl)SC